5-chloro-1'-[2-(4-methanesulfonylphenoxy)ethyl]-2-oxo-1,2-dihydrospiro[indole-3,4'-piperidine]-7-carbonitrile ClC=1C=C2C(=C(C1)C#N)NC(C21CCN(CC1)CCOC1=CC=C(C=C1)S(=O)(=O)C)=O